CC1=C(OC2=C1C=C(C=C2)S(NC(CC2=CC=CC=C2)C)(=O)=O)C(=O)O 3-methyl-5-(N-(1-phenylpropan-2-yl)sulfamoyl)benzofuran-2-carboxylic acid